2-Chloro-N-{2-[4-(difluoromethyl)-1,3-thiazol-5-yl]-2-(4-{[(4-fluoro-1-methyl-1H-1,3-benzodiazol-2-yl)oxy]methyl}piperidin-1-yl)ethyl}-6-fluorobenzamide ClC1=C(C(=O)NCC(N2CCC(CC2)COC2=NC3=C(N2C)C=CC=C3F)C3=C(N=CS3)C(F)F)C(=CC=C1)F